2,3-dimethylbutyl chloroformate ClC(=O)OCC(C(C)C)C